3-chlorobicyclo[3.2.1]-3-octen-2-acetate ClC=1C(C2CCC(C1)C2)CC(=O)[O-]